C(#N)C(C)(C)OC1=CC=C(C=C1)C(C)N1C[C@@H](N(C[C@H]1C)C=1C2=C(N(C(N1)=O)C)C=CC(=N2)C#N)C 4-((2S,5R)-4-(1-(4-((2-cyanopropan-2-yl)oxy)phenyl)ethyl)-2,5-dimethylpiperazin-1-yl)-1-methyl-2-oxo-1,2-dihydropyrido[3,2-d]pyrimidine-6-carbonitrile